2,4-bis(N,N'-diethylamino)-6-chlorotriazine C(C)N(CC)N1NC(=CC(=N1)N(CC)CC)Cl